tetrachloro-pyridine ClC=1C(=C(C(=NC1)Cl)Cl)Cl